4-acetylamino-6-(4-bromo-2,3-difluorophenyl)-3-chloro-pyridine-2-carboxylic acid methyl ester COC(=O)C1=NC(=CC(=C1Cl)NC(C)=O)C1=C(C(=C(C=C1)Br)F)F